5-[3-{[(1R)-2-fluoro-1-(piperidin-4-yl)ethyl]amino}-4-(trifluoromethyl)phenyl]-1,3,4-oxadiazol-2(3H)-one FC[C@@H](C1CCNCC1)NC=1C=C(C=CC1C(F)(F)F)C1=NNC(O1)=O